C[C@]12CC(C[C@](CC1)(N2)C)N(C=2SC=1N=C(SC1N2)C=2N=CC(=C1C2NC=C1)C=1C=NNC1)C N-[(1R,3s,5S)-1,5-Dimethyl-8-azabicyclo[3.2.1]octan-3-yl]-N-methyl-5-[4-(1H-pyrazol-4-yl)-1H-pyrrolo[2,3-c]pyridin-7-yl][1,3]thiazolo[5,4-d][1,3]thiazol-2-amin